N-ethyl-2,4,6-tris((4-fluorophenyl)thio)aniline C(C)NC1=C(C=C(C=C1SC1=CC=C(C=C1)F)SC1=CC=C(C=C1)F)SC1=CC=C(C=C1)F